C(OC(C)(C)C)(OC1=CC=2C(CCCC2C=C1)=O)=O Tert-butyl (8-oxo-5,6,7,8-tetrahydronaphthalen-2-yl) carbonate